prop-2-yn-1-amine hydrochloride Cl.C(C#C)N